C(C)OC(=O)C1=CC2=C(S1)C1=CC=CC=C1C(=C2)S(=O)(=O)Cl.NC=2C=CC1=C(C=CNO1)C2 6-aminobenzoxazine Ethyl-5-(chlorosulfonyl)naphtho[1,2-b]thiophene-2-carboxylate